methyl (2S)-5-(4-fluorophenoxy)-2-methyl-6-{1-[(2S)-2-methylazetidin-3-yl]-1H-pyrazol-4-yl}-1,2,3,4-tetrahydroquinoline-1-carboxylate FC1=CC=C(OC2=C3CC[C@@H](N(C3=CC=C2C=2C=NN(C2)C2[C@@H](NC2)C)C(=O)OC)C)C=C1